3-(1-(4-(2-methylbenzamido)phenylsulfonamido)ethyl)benzoic acid CC1=C(C(=O)NC2=CC=C(C=C2)S(=O)(=O)NC(C)C=2C=C(C(=O)O)C=CC2)C=CC=C1